NC1=C(C=C(OCCS(=O)(=O)O)C=C1)OCCCC 2-(4-amino-3-butoxyphenoxy)ethane-1-sulfonic acid